NC1=CC(=C(C(=O)NC=2C=C(C3=C(CCO3)C2)N2CCC(CC2)(F)F)C=C1)N1CC2C(C2CC1)(F)F 4-amino-2-(7,7-difluoro-3-azabicyclo[4.1.0]heptane-3-yl)-N-(7-(4,4-difluoropiperidin-1-yl)-2,3-dihydrobenzofuran-5-yl)benzamide